1,2,6-trifluorobenzene FC1=C(C=CC=C1F)F